C1=CC(C(C=2C3=CC=CC=C3C=CC12)O)O 3,4-dihydrophenanthrene-3,4-diol